[Fe].CN(CCN1CC2=CC=C3C(=C2CC1)C=C(N3)C=O)C {7-[2-(dimethylamino)ethyl]-6,7,8,9-tetrahydro-3H-pyrrolo[3,2-f]isoquinolin-2-yl}methanone iron